P(O)(O)(=S)OC[C@@H]1[C@H]([C@H]([C@@H](O1)N1C(=O)N=C(N)C=C1)O)O cytidine-5'-phosphorothioate